methyl 4-(2-(7-hydroxy-5-iodo-3,3-dimethyl-2-oxoindolin-1-yl)acetamido)butanoate OC=1C=C(C=C2C(C(N(C12)CC(=O)NCCCC(=O)OC)=O)(C)C)I